N-(3-(((2-((3-Fluoro-4-(hydroxymethyl)phenyl)amino)-5-(trifluoromethyl)-pyrimidin-4-yl)amino)methyl)pyrazin-2-yl)-N-methylmethanesulfonamide FC=1C=C(C=CC1CO)NC1=NC=C(C(=N1)NCC=1C(=NC=CN1)N(S(=O)(=O)C)C)C(F)(F)F